O1CC(C1)OC1=NC(=NC=C1C(F)(F)F)N[C@H]1C[C@H](CCC1)C1=NN=C2N1C[C@H](CC2)C(=O)N2CCCC2 [(6S)-3-[(1S,3R)-3-[[4-(oxetan-3-yloxy)-5-(trifluoromethyl)pyrimidin-2-yl]amino]cyclohexyl]-5,6,7,8-tetrahydro-[1,2,4]triazolo[4,3-a]pyridin-6-yl]-pyrrolidin-1-yl-methanone